N1(N=CC=C1)CC1=CN=CS1 5-((1H-pyrazol-1-yl)methyl)thiazol